Tert-butyl (1S,4S)-5-(4-(2-(2-aminopyridin-3-yl)-5-phenyl-3H-imidazo[4,5-b]pyridin-3-yl)benzyl)-2,5-diazabicyclo[2.2.1]heptane-2-carboxylate NC1=NC=CC=C1C1=NC=2C(=NC(=CC2)C2=CC=CC=C2)N1C1=CC=C(CN2[C@@H]3CN([C@H](C2)C3)C(=O)OC(C)(C)C)C=C1